SC(CCO)CCC 3-Mercaptohexanol